C(C)(C)(C)OC(=O)N1C[C@H]([C@@H](CC1)O)O |r| rac-trans-3,4-dihydroxypiperidine-1-carboxylic acid tert-butyl ester